[N+](=O)([O-])C1=CC=C(C=N1)N(C(OC(C)(C)C)=O)CCC tert-butyl (6-nitropyridin-3-yl)(propyl)carbamate